(2R,3S,5R)-N-(4-amino-3-sulfamoylphenyl)-3-(3,4-difluoro-2-methoxyphenyl)-5-methyl-5-(trifluoromethyl)tetrahydrothiophene-2-carboxamide NC1=C(C=C(C=C1)NC(=O)[C@@H]1S[C@](C[C@H]1C1=C(C(=C(C=C1)F)F)OC)(C(F)(F)F)C)S(N)(=O)=O